1-(2-(1,3-Dioxolan-2-yl)ethyl)-5-methyl-1H-indole O1C(OCC1)CCN1C=CC2=CC(=CC=C12)C